C1(CCCCC1)OP(OC1CCCCC1)(=O)C1=C(C=CC=C1)C1=C(C=C(C=C1C(C)C)C(C)C)C(C)C dicyclohexyl-(2',4',6'-triisopropyl-(1,1'-biphenyl)-2-yl)phosphonic acid